C\C=C\C1=C(OC)C=C(OC)C(OC)=C1 ALPHA-ASARONE